1-(3-fluoro-5-methoxyphenethyl)-5-methylpyrrolidin-2-one FC=1C=C(CCN2C(CCC2C)=O)C=C(C1)OC